Methyl (S)-4-(1-(1-(4-iodo-3-(trifluoromethyl)benzyl)-6-(trifluoromethyl)-2,3-dihydro-1H-imidazo[1,2-b]pyrazole-7-carboxamido)ethyl)benzoate IC1=C(C=C(CN2CCN3N=C(C(=C32)C(=O)N[C@@H](C)C3=CC=C(C(=O)OC)C=C3)C(F)(F)F)C=C1)C(F)(F)F